C1(CC1)NC(=O)C1=C(C=CC=C1)SC1=CC=C2C(=NN(C2=C1)C(=O)OC(C)(C)C)\C=C\C1=NC=C(C=C1)OCCN1CCCC1 tert-butyl 6-[2-(cyclopropylcarbamoyl)phenyl]sulfanyl-3-[(E)-2-[5-(2-pyrrolidin-1-ylethoxy)-2-pyridyl]vinyl]indazole-1-carboxylate